(R)-N1-benzyl-N4-(2-phenyl-1-(4,4,5,5-tetramethyl-1,3,2-dioxaborolan-2-yl)ethyl)fumaramide C(C1=CC=CC=C1)NC(\C=C\C(=O)N[C@@H](CC1=CC=CC=C1)B1OC(C(O1)(C)C)(C)C)=O